N[C@@H](CCCCN)C(=O)N[C@@H](CC(=O)OCCCCCCCCCCCC)C(=O)OCCCCCCCCCCCC O,O'-Dilauryl N-lysylaspartat